ClC=1C=NN(C1C(=O)NC1=NC=C(C=C1C)C#CC1=CC=CC=C1)C[C@H]1[C@@H]2CC[C@H](C1)O2 4-chloro-N-[3-methyl-5-(phenylethynyl)pyridin-2-yl]-1-{[(1S,2S,4R)-7-oxabicyclo[2.2.1]heptan-2-yl]methyl}-1H-pyrazole-5-carboxamide